methyl 2-(6-methyl-4-(trifluoromethyl)pyridin-2-yl)-3-oxooctahydrocyclopenta[c]pyrrole-1-carboxylate CC1=CC(=CC(=N1)N1C(C2C(C1=O)CCC2)C(=O)OC)C(F)(F)F